C(#N)C=1C=CC(CC1)NCCC(C)C 5-cyano-2-(3-methylbutanylamino)-1H-benzene